7-Chloro-3-nitro-1H-pyrrolo[2,3-c]pyridine ClC=1N=CC=C2C1NC=C2[N+](=O)[O-]